NC1=C2C(=C(C=CC2=CC(=C1)S(=O)(=O)O)N=NC1=CC=C(C=C1)N)O 5-amino-4-hydroxy-3-((4-aminophenyl)diazenyl)-7-sulfonaphthalene